FC(C1=CC=C(C=C1)S(=O)[O-])(F)F p-trifluoromethylbenzenesulfinate